C(C=1C(O)=CC=CC1)(=O)[O-].[Na+].C(=C([2H])[2H])C1=CC=C(C=C1)[N+](=O)[O-] 4-(vinyl-d2)nitrobenzene sodium salicylate salt